FC(F)C1=NN(C=C1C(=O)NC1=C2C(CC(C2=C(C=C1)F)(C)C)C)C (Difluoromethyl)-N-(7-fluoro-1,1,3-trimethyl-2,3-dihydro-1H-inden-4-yl)-1-methyl-1H-pyrazol-4-carboxamid